C/C=C(/CC[C@@H](C)[C@H]1CC[C@@H]2[C@@]1(CC[C@H]3C2=CC[C@@H]4[C@@]3(CC[C@@H]([C@H]4CO)O)C)C)\\C(C)C The molecule is a 3beta-sterol that is 5alpha-stigmasta-7,24(28)-dien-3beta-ol which is substituted at the 4alpha position by a hydroxymethyl group and in which the 24(28) double bond has Z configuration. It is a 3beta-sterol, a member of phytosterols and a Delta(7)-sterol. It derives from a (Z)-24-ethylidenelophenol.